2-(5-bromopyridin-2-yl)-5-(2,6-difluoro-4-methoxyphenyl)-1-methyl-3-oxo-2,3-dihydro-1H-pyrazol BrC=1C=CC(=NC1)N1N(C(=CC1=O)C1=C(C=C(C=C1F)OC)F)C